C(C)(C)C=1C(=NNC1C=1C=C(C=2N(C1)N=CN2)C)C2=NN1C(CNCC1)=C2 6-(4-isopropyl-3-(4,5,6,7-tetrahydropyrazolo[1,5-a]pyrazin-2-yl)-1H-pyrazol-5-yl)-8-methyl-[1,2,4]triazolo[1,5-a]pyridine